trifluoromethylthio laurate (S-(trifluoromethyl) dodecanethioate) FC(S=C(CCCCCCCCCCC)O)(F)F.C(CCCCCCCCCCC)(=O)OSC(F)(F)F